CN1N=CC(=C1)C1=NN2C(NC=3C=CC=C(C3C2=N1)C#N)=O 2-(1-methyl-1H-pyrazol-4-yl)-5-oxo-5,6-dihydro[1,2,4]triazolo[1,5-c]quinazoline-10-carbonitrile